P(=O)(O)(O)O.NC(=N)N.NC(=N)N diguanidine hydrogen phosphate